C(#N)C=1C=C(SC1C(F)(F)F)CN[S@@](=O)C(C)(C)C (S)-N-((4-cyano-5-(trifluoromethyl)thiophen-2-yl)methyl)-2-methylpropan-2-sulfinamide